O1N=C(C2=C1C=CC=C2)C2=C(C=CC=C2)[C@H](CC2=NC(=CC=C2C)Br)N[S@@](=O)C(C)(C)C (S)-N-{(S)-1-[2-(benzo[d]isoxazol-3-yl)phenyl]-2-(3-methyl-6-bromopyridine-2-yl)ethyl}-2-methylpropane-2-sulfinamide